C(#N)C=1C(=CC(=NC1)NC1=NC=CC=C1NC(C=C)=O)NC1CCC1 N-(2-((5-cyano-4-(cyclobutylamino)pyridin-2-yl)amino)pyridin-3-yl)acrylamide